IC1=C2C=CC(=NC2=C(C=C1)OC)C(=O)OC methyl 5-iodo-8-methoxyquinoline-2-carboxylate